C(=O)[O-].C[NH+](C)CCCC N,N-dimethylbutyl-ammonium formate